1-[4-[7-(3-amino-5-chloro-1-isoquinolyl)-6-chloro-quinazolin-4-yl]piperazin-1-yl]prop-2-en-1-one NC=1N=C(C2=CC=CC(=C2C1)Cl)C1=C(C=C2C(=NC=NC2=C1)N1CCN(CC1)C(C=C)=O)Cl